CN(C1=C2C=CC=C(C2=CC=C1)S(=O)(=O)NCCCCN[C@@H]1C=C([C@@H]([C@@H]([C@H]1O)O)O)CF)C 5-(dimethylamino)-N-(4-(((1R,4S,5S,6S)-3-(fluoromethyl)-4,5,6-trihydroxycyclohex-2-en-1-yl)amino)butyl)naphthalene-1-sulfonamide